ClC=1C=C(C=CC1Cl)NC=1C2=C(N=CN1)C=CC(=N2)N2CC1(CCN1C(C=C)=O)C2 1-(6-(4-((3,4-dichlorophenyl)amino)pyrido[3,2-d]pyrimidin-6-yl)-1,6-diazaspiro[3.3]heptan-1-yl)prop-2-en-1-one